ClC1=C(C=CC=C1)C1=C(C2=C(N=C(N=C2)NC2=CC=C(C=C2)N2CCN(CC2)C)N(C1=O)C)C#C 6-(2-chlorophenyl)-5-ethynyl-8-methyl-2-((4-(4-methylpiperazin-1-yl)phenyl)amino)pyrido[2,3-d]pyrimidin-7(8H)-one